pyran-2-yl-acetate O1C(C=CC=C1)CC(=O)[O-]